2-[(2R)-3-(3,4-Dihydro-1H-isochinolin-2-yl)-2-hydroxy-propyl]-6-piperazin-1-yl-3,4-dihydroisochinolin-1-on C1N(CCC2=CC=CC=C12)C[C@H](CN1C(C2=CC=C(C=C2CC1)N1CCNCC1)=O)O